Cl.C(C)N(CC)CCOC(CC1=C(C=CC=C1)NC1=C(C=CC=C1Cl)Cl)=O 2-[(2,6-dichlorophenyl)amino]phenylacetic acid diethylaminoethyl ester hydrochloride